BrCC1=NC=C(C=C1)C#C 2-(bromomethyl)-5-ethynylpyridine